FC1=CC=C(C=C1)C1=CC(=NC2=CC=C(C=C12)CCCCC)N(CC(=O)O)C 2-{[4-(4-fluorophenyl)-6-pentylquinolin-2-yl](methyl)amino}acetic acid